FC1=CC=C(C(=O)C2=CNC=3N=C(N=C(C32)N[C@H]3CN(CC3)C(C=C)=O)NC=3C=NN(C3)CCN3CCOCC3)C=C1 (R)-1-(3-((5-(4-fluorobenzoyl)-2-((1-(2-morpholinoethyl)-1H-pyrazol-4-yl)amino)-7H-pyrrolo[2,3-d]pyrimidin-4-yl)amino)pyrrolidin-1-yl)prop-2-en-1-one